C1(=CC=CC=C1)P(C1=C(C=CC=C1)C1=C(C=C(C(=C1)F)F)C/C(/C(=O)OCC)=C\C1=CC=CC=C1)C1=CC=CC=C1 Ethyl (E)-2-((2'-(diphenylphosphino)-4,5-difluoro-[1,1'-biphenyl]-2-yl) methyl)-3-phenylacrylate